N-(3-bromo-5-(2-methoxyethoxy)phenyl)acrylamide BrC=1C=C(C=C(C1)OCCOC)NC(C=C)=O